CC(C)(C=C(CC(C)(O)C)O)O 2,6-dimethyl-3-heptene-2,4,6-triol